BrC1=CC(=C2C(NC3(NC2=C1OC)CCCC3)=O)C 7'-bromo-8'-methoxy-5'-methyl-1'H-spiro[cyclopentane-1,2'-quinazoline]-4'(3'h)-one